2-Amino-N-[5-[[5-(difluoromethoxy)pyridin-2-yl]carbamoyl]-2,4-difluorophenyl]-1,3-thiazole-5-carboxamide NC=1SC(=CN1)C(=O)NC1=C(C=C(C(=C1)C(NC1=NC=C(C=C1)OC(F)F)=O)F)F